C(C1=CC=CC=C1)OC(=O)N1[C@H](CN(CC1)C=1C2=C(N=C(N1)SC)CN(CC2)C(=O)OC(C)(C)C)CC#N tert-butyl (S)-4-(4-(benzyloxycarbonyl)-3-(cyanomethyl)piperazin-1-yl)-2-(methylthio)-5,6-dihydropyrido[3,4-d]pyrimidine-7(8H)-carboxylate